COC1=CC=C(CN(S(=O)(=O)C2=CC=C(C=C2)NC2=CC=C(C=C2)C(F)(F)F)C)C=C1 N-(4-methoxybenzyl)-N-methyl-4-((4-(trifluoromethyl)phenyl)amino)benzenesulfonamide